Copper nitrate salt [N+](=O)([O-])[O-].[Cu+2].[N+](=O)([O-])[O-]